3'-Ethoxy-3-hydroxy-4'-(7-oxo-6,7-dihydro-3H-[1,2,3]triazolo[4,5-d]pyrimidin-5-yl)-[1,1'-biphenyl] C(C)OC=1C=C(C=CC1C=1NC(C2=C(N1)NN=N2)=O)C2=CC(=CC=C2)O